6,6,9-trimethyl-3-pentyl-2-(pyridin-4-yl)-6a,7,8,10a-tetrahydro-6H-benzo[c]chromen-1-ol CC1(OC=2C=C(C(=C(C2C2C1CCC(=C2)C)O)C2=CC=NC=C2)CCCCC)C